4-[1-(oxetan-3-yl)-4-(trifluoromethyl)imidazol-2-yl]benzoic acid O1CC(C1)N1C(=NC(=C1)C(F)(F)F)C1=CC=C(C(=O)O)C=C1